COC1=C(CN2CC(N(C=3C(=NC=NC23)N2CCNCC2)C)=O)C=CC(=C1)OC 8-(2,4-Dimethoxybenzyl)-5-methyl-4-(piperazin-1-yl)-7,8-dihydropteridin-6(5H)-one